(S)-benzyl 3-hydroxypyrrolidine-1-carboxylate O[C@@H]1CN(CC1)C(=O)OCC1=CC=CC=C1